CC1(CCCCC1)OC(=O)COC(=O)C12C3C=CC(C2C2CCC1C2)C3 1-methylcyclohexyloxycarbonylmethyloxycarbonyl-tetracyclo[4.4.0.12,5.17,10]-3-dodecene